[OH-].[Zn+2].[OH-] Zinc hydroxide